(naphthalen-1-yl)naphthalene-1,3-diamine C1(=CC=CC2=CC=CC=C12)C1=C(C2=CC=CC=C2C=C1N)N